hexamethylphosphoramide CN(P(=O)(N(C)C)N(C)C)C